1-benzyl-6-((dimethylamino)methyl)-7-(naphthalen-1-ylmethyl)-5-oxo-8-(3-(trifluoromethyl)phenyl)-1,2,3,5-tetrahydroimidazo[1,2-a]pyridine-3-carboxylic acid C(C1=CC=CC=C1)N1CC(N2C1=C(C(=C(C2=O)CN(C)C)CC2=CC=CC1=CC=CC=C21)C2=CC(=CC=C2)C(F)(F)F)C(=O)O